1-(4-(6-chloro-7-(2-isopropyl-phenyl)quinazolin-4-yl)piperazin-1-yl)prop-2-en-1-one ClC=1C=C2C(=NC=NC2=CC1C1=C(C=CC=C1)C(C)C)N1CCN(CC1)C(C=C)=O